2-[2-methyl-6-(trifluoromethyl)pyrimidin-4-yl]-6-[6-(1,3,4-thiadiazol-2-yl)pyrazin-2-yl]-2,6-diazaspiro[3.4]octane CC1=NC(=CC(=N1)N1CC2(C1)CN(CC2)C2=NC(=CN=C2)C=2SC=NN2)C(F)(F)F